N-[4-(5,5-dimethyl-1,3,2-dioxaborolan-2-yl)-5-fluoro-benzothien-2-yl]carbamic acid tert-butyl ester C(C)(C)(C)OC(NC=1SC2=C(C1)C(=C(C=C2)F)B2OC(CO2)(C)C)=O